C(C=C)(=O)O.C(C=C)(=O)O.C(C=C)(=O)O.C(=O)(O)C(C(=O)O)C(=O)O tricarboxymethane triacrylate